1-bromo-4-(2,2-difluorocyclopropyl)benzene BrC1=CC=C(C=C1)C1C(C1)(F)F